N-(3-(2-oxopyrrolidin-1-yl)propyl)-imidazo[1,5-a]pyridine-3-carboxamide O=C1N(CCC1)CCCNC(=O)C1=NC=C2N1C=CC=C2